N-(2-(1-(5-((6-amino-2-butoxy-8-oxo-7H-purin-9(8H)-yl)methyl)pyridin-2-yl)piperidin-4-yl)ethyl)-3-(2-(aminooxy)ethoxy)propanamide NC1=C2NC(N(C2=NC(=N1)OCCCC)CC=1C=CC(=NC1)N1CCC(CC1)CCNC(CCOCCON)=O)=O